4-(3-(isopropoxymethyl)pyrrolidin-1-yl)-6-(1-isopropyl-1H-pyrazol-3-yl)-5-methyl-2-(pyridin-2-yl)thieno[2,3-d]pyrimidine C(C)(C)OCC1CN(CC1)C=1C2=C(N=C(N1)C1=NC=CC=C1)SC(=C2C)C2=NN(C=C2)C(C)C